FC1=C(CNC(=O)C2CCN(CC2)C2=NC=C(C=C2)OC(F)(F)F)C=CC(=C1C=1NC(C=C(N1)C)=O)C(F)(F)F N-[2-fluoro-3-(4-methyl-6-oxo-1,6-dihydropyrimidin-2-yl)-4-(trifluoromethyl)benzyl]-1-[5-(trifluoromethoxy)pyridin-2-yl]piperidine-4-carboxamide